C(C)(C)N1N=CC(=C1C(=O)OCC)C1=NN(C2=C1C(=NC=C2)NC2CCN(CC2)C)CC2=CC=C(C=C2)OC ethyl 1-isopropyl-4-(1-(4-methoxybenzyl)-4-((1-methylpiperidin-4-yl)amino)-1H-pyrazolo[4,3-c]pyridin-3-yl)-1H-pyrazole-5-carboxylate